CCOC(=O)CC(=O)C1=CC(=C(N=C1Cl)Cl)F ethyl 2,6-dichloro-5-fluoronicotinoyl acetate